FC(C1=NN=C2N1CCNC2)(F)F 3-(trifluoromethyl)-5,6,7,8-tetrahydro[1,2,4]triazolo[4,3-a]pyrazine